benzoquinoxalin-2(1H)-one N1C(C=NC2=CC=C3C(=C12)C=CC=C3)=O